CN(C)CC1=C(C=CC(=N1)NC=1C=CC(=C2CNC(C12)=O)C1=CN=C2N1C=CC(=C2)F)C2(CCOCC2)OC 7-((6-((dimethyl-amino)methyl)-5-(4-methoxytetra-hydro-2H-pyran-4-yl)pyridin-2-yl)amino)-4-(7-fluoro-imidazo[1,2-a]pyridin-3-yl)isoindolin-1-one